FC=1C(=NC=C(C1)F)C(C)NC=1C2=C(N=CN1)N=CC(=C2)C2=CC=C(C=C2)F N-[1-(3,5-difluoro-2-pyridinyl)ethyl]-6-(4-fluorophenyl)pyrido[2,3-d]pyrimidin-4-amine